CN(CC[C@@H]1CN(C[C@H]1O)C(=O)OC(C)(C)C)C trans-tert-butyl 3-(2-(dimethylamino)ethyl)-4-hydroxypyrrolidine-1-carboxylate